hexamethylene-bis(iodoacetamide) IC(C(=O)N)CCCCCCC(C(=O)N)I